CC(CC(C)C)N(C1=CC=C(C=C1)N)C1=CC=CC=C1 N-(1,3-Dimethylbutyl)-N-phenyl-para-phenylenediamine